C(CCC)P(CCO)(CCCC)(CCCC)O tributyl-hydroxyethyl-phosphorus hydroxide